(2S)-2-[3-(4,4,5,5-tetramethyl-1,3,2-dioxaborolan-2-yl)phenoxy]propan-1-ol CC1(OB(OC1(C)C)C=1C=C(O[C@H](CO)C)C=CC1)C